C(C)(=O)NCCNCCCCCCCCCCCC(=O)NC1=C(C(=O)NC=2SC(=C(N2)C)C)C=CC=C1 2-(12-((2-acetamidoethyl)amino)dodecanamido)-N-(4,5-dimethylthiazol-2-yl)benzamide